BrC=1C=NN2C1N=C(C(=C2)F)Cl 3-Bromo-5-chloro-6-fluoro-pyrazolo[1,5-a]pyrimidine